11-(2-(8-carboxyoctyl)-5,6-dipropylcyclohex-3-en-1-yl)undecylenic acid C(=O)(O)CCCCCCCCC1C(C(C(C=C1)CCC)CCC)C=CCCCCCCCCC(=O)O